methyl 5-(4-(bis(4-methoxybenzyl)amino)-2-chloro-6-(4,4,5,5-tetramethyl-1,3,2-dioxaborolan-2-yl)phenyl)pentanoate COC1=CC=C(CN(C2=CC(=C(C(=C2)B2OC(C(O2)(C)C)(C)C)CCCCC(=O)OC)Cl)CC2=CC=C(C=C2)OC)C=C1